sodium 4-methyl-5-oxohexanoate CC(CCC(=O)[O-])C(C)=O.[Na+]